C(#N)C1=CC(N(C=C1)COC1=CC=CC(=N1)C1=CC(=C(CC2=NC3=C(N2CCOC)C=C(C=C3)C(=O)O)C=C1)F)=O (4-(6-((4-cyano-2-oxopyridin-1(2H)-yl)methoxy)pyridin-2-yl)-2-fluorobenzyl)-1-(2-methoxyethyl)-1H-benzo[d]imidazole-6-carboxylic acid